7-(4-amino-2-fluorophenoxy)-1-(tetrahydrofuran-3-yl)-1,3-dihydro-2H-imidazo[4,5-b]pyridin-2-one NC1=CC(=C(OC2=C3C(=NC=C2)NC(N3C3COCC3)=O)C=C1)F